tert-butyl 2-(7-(4-fluoro-2-(2-methoxyethoxy) phenyl)-4-(1-isopropylpiperidin-4-yl)thieno[3,2-c]pyridin-6-yl)-6,7-dihydrothiazolo[5,4-c]pyridine-5(4H)-carboxylate FC1=CC(=C(C=C1)C=1C2=C(C(=NC1C=1SC=3CN(CCC3N1)C(=O)OC(C)(C)C)C1CCN(CC1)C(C)C)C=CS2)OCCOC